ClC1=C(C=C(C=C1)NC(=O)NCC=1C=CC2=C(N=NN(C2=O)C2C(NC(CC2)=O)=O)C1)C(F)(F)F 1-(4-chloro-3-(trifluoromethyl)phenyl)-3-((3-(2,6-dioxopiperidin-3-yl)-4-oxo-3,4-dihydrobenzo[d][1,2,3]triazin-7-yl)methyl)urea